C(C)OC(=O)C=1C=NN(C1)C1=NC=CC(=C1)OC.NC=1C(=NN(C1N)CC)CO 4,5-diamino-1-ethyl-3-hydroxymethyl-pyrazole Ethyl-1-(4-methoxypyridin-2-yl)-1H-pyrazole-4-carboxylate